(3R)-1-(7-(8-ethynyl-7-fluoronaphthalen-1-yl)-6,8-difluoro-2-(((2R,7aS)-2-fluorotetrahydro-1H-pyrrolizin-7a(5H)-yl)methoxy)quinazolin-4-yl)-3-methylpiperidin-3-ol C(#C)C=1C(=CC=C2C=CC=C(C12)C1=C(C=C2C(=NC(=NC2=C1F)OC[C@]12CCCN2C[C@@H](C1)F)N1C[C@@](CCC1)(O)C)F)F